NC1=CC(NC(N1C)=O)=O 6-amino-1-methylpyrimidine-2,4(1H,3H)-dione